FC1=C(C(C#N)=C(C(=C1OC1=CC=C(C=C1)C(=O)OCCN)OC1=CC=C(C=C1)C(=O)OCCN)F)C#N 3,6-difluoro-4,5-bis[4-((2-aminoethyl)oxycarbonyl)phenoxy]phthalonitrile